NCC1=CC2=C(N(C(=N2)CO)CCC)C=C1 (5-(Aminomethyl)-1-propyl-1H-benzo[d]imidazol-2-yl)methanol